1-(4-Chlorophenyl)-3-[5-(3-chlorophenyl)thiophen-2-yl]urea ClC1=CC=C(C=C1)NC(=O)NC=1SC(=CC1)C1=CC(=CC=C1)Cl